N-Methacrylylglycinamid C(C(=C)C)(=O)NC(CN)=O